ClC1=CC2=C(N(C(N=C2N2[C@H](CN([C@@H](C2)C)C(C=C)=O)C)=O)C=2C(=NC=CC2C)C(C)C)N=C1C1=C(C(=O)N)C=CC=C1F (M)-2-[6-Chloro-4-[(2S,5R)-2,5-dimethyl-4-prop-2-enoyl-piperazin-1-yl]-1-(2-isopropyl-4-methyl-3-pyridyl)-2-oxo-pyrido[2,3-d]pyrimidin-7-yl]-3-fluoro-benzamide